C(C(=C)C)(=O)OCCC[Si](O[Si](C)(C)C)(O[Si](C)(C)C)O[Si](C)(C)C 3-methacryloxy-propyl-TRIS(trimethylsiloxy)-silane